tert-butyl (S)-2-((1-(2-(1,3-dimethyl-1H-pyrazolo[3,4-b]pyridin-5-yl)-7-methyl-4-oxo-4H-pyrido[1,2-a]pyrimidin-9-yl)ethyl)amino)benzoate CN1N=C(C=2C1=NC=C(C2)C=2N=C1N(C(C2)=O)C=C(C=C1[C@H](C)NC1=C(C(=O)OC(C)(C)C)C=CC=C1)C)C